OCC#CC1=CC2=C(N=C3N2[C@H]2C4=C(C(N([C@@H]3C2)C([2H])([2H])[2H])=O)C=CC=C4C#CC)C=C1 (7R,14R)-11-(3-hydroxyprop-1-yn-1-yl)-6-(methyl-d3)-1-(prop-1-yn-1-yl)-6,7-dihydro-7,14-methanobenzo[f]benzo[4,5]imidazo[1,2-a][1,4]diazocin-5(14H)-one